4-chloro-1-(2-cyano-2-methylpropyl)-N-(3-fluoro-5-(phenylethynyl)pyridin-2-yl)-1H-pyrazole-5-carboxamide ClC=1C=NN(C1C(=O)NC1=NC=C(C=C1F)C#CC1=CC=CC=C1)CC(C)(C)C#N